C(C)(=O)[O-].[As](O)(O)(O)=O.[Na+] sodium arsenate acetate salt